ethyl ((5-chloro-6-(thiazol-4-ylmethoxy)-1H-indol-2-yl)methyl)carbamate ClC=1C=C2C=C(NC2=CC1OCC=1N=CSC1)CNC(OCC)=O